CN1N=CC(=C1)C1=NC(=CC2=C1N=CNC2=O)C=2C=NC(=CC2)C(F)(F)F 8-(1-methyl-1H-pyrazol-4-yl)-6-(6-(trifluoromethyl)pyridin-3-yl)pyrido[3,4-d]pyrimidin-4(3H)-one